[1,1':3',1''-terphenyl]-5'-boronic acid C1(=CC=CC=C1)C1=CC(=CC(=C1)B(O)O)C1=CC=CC=C1